C(C)(C)(C)OC(=O)N1[C@@](C[C@@H](C1=O)C(C1=CC=C(C=C1)OCC1=CC=CC=C1)=O)(C(=O)O)C |&1:10| 2-methyl-(2S,4R/S)-4-(4-(benzyloxy)benzoyl)-5-oxopyrrolidine-1,2-dicarboxylic acid-1-(tert-butyl) ester